C[C@H](CCCC(C)C(=O)[O-])[C@H]1CC[C@@H]2[C@@]1(CC[C@H]3[C@H]2CCC4=CC(=O)CC[C@]34C)C The molecule is a steroid acid anion that is the conjugate base of Delta(4)-dafachronic acid, obtained by deprotonation of the carboxy group; major species at pH 7.3. It is a conjugate base of a Delta(4)-dafachronic acid.